ClC1=CC=C2CCC(C2=C1)NCCC1(CCOC2(C1)CCOCC2)C2=NC=C(C=C2)F 6-Chloro-N-(2-(4-(5-fluoropyridin-2-yl)-1,9-dioxaspiro[5.5]undecane-4-yl)ethyl)-2,3-Dihydro-1H-inden-1-amine